vinyl(dimethyl)hydroxysilane C(=C)[Si](O)(C)C